5-(4-(2-(1-methyl-1H-pyrazol-5-yl)ethynyl)phenoxy)-1H-1,2,3-triazole-4-carboxylic acid CN1N=CC=C1C#CC1=CC=C(OC2=C(N=NN2)C(=O)O)C=C1